[N+](=O)([O-])C=1C=C(C(=O)NNC(=O)N)C=CC1 2-(3-nitrobenzoyl)hydrazinecarboxamide